(3-buten-1-yl)(methyl)methylene(cyclopentadienyl)(fluorenyl)hafnium dichloride [Cl-].[Cl-].C(CC=C)C(=[Hf+2](C1=CC=CC=2C3=CC=CC=C3CC12)C1C=CC=C1)C